2-iso-butyl-4-methyl-tetrahydro-2H-pyran-4-ol C(C(C)C)C1OCCC(C1)(O)C